Cl.FC1=CC=C(C=C1)C=1C=C2C(=CN=NC2=C(C1)OC)O 6-(4-fluorophenyl)-8-methoxycinnolin-4-ol hydrochloride